n-ethyl-1-((2-chloropyridin-5-yl)methyl)-8-nitro-2,3-dihydro-imidazo[1,2-a]pyridin-5(1H)-imine C(C)N=C1C=CC(=C2N1CCN2CC=2C=CC(=NC2)Cl)[N+](=O)[O-]